C(#N)C1=CC=C(C=C1)N1N=C2C(CN(CC2)C(=O)OCCCC)=C1 butyl 2-(4-cyanophenyl)-6,7-dihydro-2H-pyrazolo[4,3-c]pyridine-5(4H)-carboxylate